NC1=C(C(=NN1C1CCCC1)C1=CC=C(C=C1)CNC(C1=C(C=CC=C1)OC)=O)C(=O)NC 5-amino-1-cyclopentyl-3-[4-[[(2-methoxybenzoyl)amino]methyl]phenyl]-N-methyl-pyrazole-4-carboxamide